C(C=C)O[C@@H]1[C@@H]([C@H]([C@H]([C@H](O1)CN=[N+]=[N-])O)O)N (2R,3R,4R,5R,6S)-6-(allyloxy)-5-amino-2-(azidomethyl)tetrahydro-2H-pyran-3,4-diol